ClC1=C(C=CC2=C1O[C@@H]1[C@H](CC2)[C@H]([C@@H](C1)O)\C=C\C(C1(CC1)C1=CC=CC=C1)O)C(=O)O (1R,2R,3aS,10aR)-5-chloro-2-hydroxy-1-[(1E,3ξ)-3-hydroxy-3-(1-phenylcyclopropyl)-1-propen-1-yl]-2,3,3a,9,10,10a-hexahydro-1H-benzo[b]cyclopenta[f]oxepin-6-carboxylic acid